FC1=C(C=CC=C1C[C@@H]1N(CC2(CC2)[C@@H]1NS(=O)(=O)C)C(=O)N(C)CCF)C1=CC=CC=C1 (6S,7S)-6-((2-fluoro-[1,1'-biphenyl]-3-yl)methyl)-N-(2-fluoroethyl)-N-methyl-7-(methylsulfonamido)-5-azaspiro[2.4]heptane-5-carboxamide